C(C)(C)(C)OC(=O)C=1N(C(=CC1)N1C=C(C2=C1N=CN=C2N2[C@H](CN(CC2)C(=O)OC(C)(C)C)C)C2CC2)C (S)-5-(4-(4-(tert-butoxycarbonyl)-2-methylpiperazin-1-yl)-5-cyclopropyl-7H-pyrrolo[2,3-d]pyrimidin-7-yl)-1-methyl-1H-pyrrole-2-carboxylic acid tert-butyl ester